COC(=O)C=1C(C(=C(OC1C)N)C#N)C=1SC=CN1 2-amino-3-cyano-4-(2-thiazolyl)-6-methyl-4H-pyran-5-carboxylic acid methyl ester